NC1=C(C(=NN1C1(CC1)C)C1=CC=C(C=C1)CC(NC1=NOC(=C1)C(C(F)(F)F)(C)C)=O)C(=O)N 5-Amino-1-(1-methylcyclopropyl)-3-[4-([[5-(1,1,1-trifluoro-2-methylpropan-2-yl)-1,2-oxazol-3-yl]carbamoyl]methyl)phenyl]pyrazole-4-carboxamide